C(C)(C)(C)OC(=O)N1CC=2C(=NN3C2C(N(CC3)C(C)C3=CC(=CC=C3)[N+](=O)[O-])=O)C[C@H]1C (3R)-tert-butyl-3-methyl-9-(1-(3-nitrophenyl) ethyl)-10-oxo-3,4,7,8,9,10-hexahydropyrido[4',3':3,4]pyrazolo[1,5-a]pyrazine-2(1H)-carboxylate